ClC=1C(=NC(=C(C1)F)C1=CC=C(C=C1)C(F)F)C(=O)OC Methyl 3-chloro-6-(4-(difluoromethyl) phenyl)-5-fluoropicolinate